silicon mesylate S(C)(=O)(=O)[O-].[Si+4].S(C)(=O)(=O)[O-].S(C)(=O)(=O)[O-].S(C)(=O)(=O)[O-]